ClC1=CN=C(S1)COC1=C(C=CC(=N1)C1=CC(=C(CC2=NC3=C(N2C[C@H]2OCC2)C=C(C=C3F)C(=O)O)C=C1F)F)F (S)-2-(4-(6-((5-chlorothiazol-2-yl)methoxy)-5-fluoropyridin-2-yl)-2,5-difluorobenzyl)-4-fluoro-1-(oxetan-2-ylmethyl)-1H-benzo[d]imidazole-6-carboxylic acid